N-[(1S)-2-[4-(3,5-dimethyl-1H-pyrazol-4-yl)anilino]-1-[(1R)-7-(2-methyl-3,4-dihydro-1H-isoquinolin-6-yl)tetralin-1-yl]-2-oxo-ethyl]-2-methyl-pyrazole-3-carboxamide CC1=NNC(=C1C1=CC=C(NC([C@H]([C@@H]2CCCC3=CC=C(C=C23)C=2C=C3CCN(CC3=CC2)C)NC(=O)C=2N(N=CC2)C)=O)C=C1)C